C(C)N1N=C(C=C1C1[C@H]2CC(C[C@@H]12)N1CCC2(CS(C2)(=O)=O)CC1)C=1C=NC=C(C1)C(F)(F)F 7-((1R,3r,5S,6r)-6-(1-ethyl-3-(5-(trifluoromethyl)pyridin-3-yl)-1H-pyrazol-5-yl)bicyclo[3.1.0]hexan-3-yl)-2-thia-7-azaspiro[3.5]nonane 2,2-dioxide